7-Chloro-1-(4-(chloromethyl)thiophen-2-yl)-4-(dimethylamino)quinazolin-2(1H)-one ClC1=CC=C2C(=NC(N(C2=C1)C=1SC=C(C1)CCl)=O)N(C)C